CC=1OC(=NN1)C(F)(F)F 2-methyl-5-trifluoromethyl-1,3,4-oxadiazole